COC(=O)C=1C=C2C=C(N=NC2=C(C1)OC1CC1)C 8-(Cyclopropyloxy)-3-methylcinnoline-6-carboxylic acid methyl ester